Methyl 2-(2-hydroxy-4-isopropylphenyl)acetate OC1=C(C=CC(=C1)C(C)C)CC(=O)OC